BrC1=CC=C(OCC2(COC2)CNC(=O)[C@H]2N(C[C@@H](C2)O)C([C@H](C(C)(C)C)N2N=NC(=C2)C2CC2)=O)C=C1 (2S,4r)-N-[[3-[(4-bromophenoxy)methyl]oxetan-3-yl]methyl]-1-[(2S)-2-(4-cyclopropyltriazol-1-yl)-3,3-dimethyl-butyryl]-4-hydroxy-pyrrolidine-2-carboxamide